C(C)N1CC(O[Sn]2(OCC1)OCCN(CCO2)CC)C 4,12-diethyl-2-methyl-1,7,9,15-tetraoxa-4,12-diaza-8-stannaspiro[7.7]pentadecane